C1CC12CCN(CC2)C2=C(C=CC(=C2)Br)C=2NC(=CN2)C=2C=C(C=CC2)S(=O)(=O)NC(C)(C)C 3-[2-[2-(6-azaspiro[2.5]oct-6-yl)-4-bromo-phenyl]-1H-imidazol-5-yl]-N-tert-butyl-benzenesulfonamide